C(C)(C)(C)OC(=O)N1CCN(CC1)C1=NC=C(C=C1)Br 4-(5-bromopyridine-2-yl)piperazine-1-carboxylic acid tert-butyl ester